C(#N)C(=CC1=CC=C(S1)C1=CC=C(C(=N)N)C=C1)C#N 4-(5-(2,2-dicyanovinyl)thiophen-2-yl)benzamidine